C[C@@H]1N(C[C@H](N(C1)C(C)C1=CC=C2C=CC(=NC2=C1)C)C)C=1C=2C(N(C(C1)=O)C)=CN(N2)CC#N 2-(7-((2S,5R)-2,5-dimethyl-4-(1-(2-methylquinolin-7-yl)ethyl)piperazin-1-yl)-4-methyl-5-oxo-4,5-dihydro-2H-pyrazolo[4,3-b]pyridin-2-yl)acetonitrile